2-(cyclopropylamino)pyrimidine-5-carboxamide C1(CC1)NC1=NC=C(C=N1)C(=O)N